ClC1=CC=C(C=C1)C1(CC1)C(=O)N1[C@@H](COCC1)C(=O)N[C@H](C#C)CC(=O)N (3S)-4-[1-(4-chlorophenyl)cyclopropanecarbonyl]-N-[(1S)-1-(2-amino-2-oxo-ethyl)prop-2-ynyl]morpholine-3-carboxamide